(3AR,4S,6R,6aS)-6-((5-amino-6-chloro-2-(propylsulfanyl)pyrimidin-4-yl)amino)-2,2-dimethyltetrahydro-3aH-cyclopenta[d][1,3]dioxol NC=1C(=NC(=NC1Cl)SCCC)N[C@@H]1CC[C@@H]2[C@H]1OC(O2)(C)C